N1(C=NC=C1)CCCNC(=O)C1=NN2C(N=C(C=C2C2=CC=C(C=C2)O)C2=CC=CC=C2)=C1 N-(3-(1H-imidazol-1-yl)propyl)-7-(4-hydroxyphenyl)-5-phenylpyrazolo[1,5-a]pyrimidine-2-carboxamide